2-(dimethylamino)-4-phenyl-1,3,2-oxathiaphospholane 2-sulfide CN(P1(OCC(S1)C1=CC=CC=C1)=S)C